COC1=CC=C(CN(C2=NC(=NC=3N2N=CC3C3=CN=NC=C3)N3CCOCC3)CC3=NC2=C(N3COCC[Si](C)(C)C)C=CC=C2)C=C1 N-(4-methoxybenzyl)-2-(morpholin-4-yl)-8-(pyridazin-4-yl)-N-[(1-{[2-(trimethylsilyl)ethoxy]methyl}-1H-benzimidazol-2-yl)methyl]pyrazolo[1,5-a][1,3,5]triazin-4-amine